C(C)OC(CCC1=CC=C(C=C1)C1=C(C(=CC(=C1)Cl)F)N)=O 3-(2'-amino-5'-chloro-3'-fluoro[1,1'-biphenyl]-4-yl)propionic acid ethyl ester